methyl 4-amino-1-(naphthalen-1-yl)-2-oxo-7-(trifluoromethyl)-1,2-dihydroquinoline-3-carboxylate NC1=C(C(N(C2=CC(=CC=C12)C(F)(F)F)C1=CC=CC2=CC=CC=C12)=O)C(=O)OC